N=1N=CN2C1C=NC=C2 1,2,4-triazolo[4,3-A]pyrazine